glycyl-Glycine NCC(=O)NCC(=O)O